(S)-tert-butyl (2-(2-(2-(methoxymethoxy)phenyl)-6a,7,9,10-tetrahydro-5H-pyrazino[1',2':4,5]pyrazino[2,3-c]pyridazin-8(6H)-yl)ethyl)(methyl)carbamate COCOC1=C(C=CC=C1)C=1C=C2C(=NN1)NC[C@@H]1N2CCN(C1)CCN(C(OC(C)(C)C)=O)C